CCCCCCCCCC1=CC=CC=C1OC(=O)C=C nonylphenol acrylate